2-[1-(2-hydroxy-3,5-di-tert-pentylphenyl)ethyl]-4,6-di-tert-pentylphenyl-acrylic acid OC1=C(C=C(C=C1C(C)(C)CC)C(C)(C)CC)C(C)C1=C(C(=CC(=C1)C(C)(C)CC)C(C)(C)CC)C(C(=O)O)=C